C(C1=CC=CC=C1)[N+](=C\C=C\CCCCCC)[O-] (2E)-N-benzylnon-2-en-1-imine oxide